(E)-4-methoxy-3-((2-(2-((4-(trifluoromethyl)phenyl)amino)pyrimidin-4-yl)phenyl)diazenyl)benzoic acid COC1=C(C=C(C(=O)O)C=C1)\N=N\C1=C(C=CC=C1)C1=NC(=NC=C1)NC1=CC=C(C=C1)C(F)(F)F